(R)-3-(aminomethyl)-3-(5-(2-((4-(trifluoromethyl)phenyl)amino)phenyl)-1,3,4-oxadiazol-2-yl)pyrrolidin-2-one NC[C@@]1(C(NCC1)=O)C=1OC(=NN1)C1=C(C=CC=C1)NC1=CC=C(C=C1)C(F)(F)F